C(#C)C=1C(=CC=C2C=C(C=C(C12)C1COC2=C(N=C(N=C2N2CC(CCCC2)NC(C=C)=O)OC[C@H]2N(CCC2)C)O1)O)F N-(1-(7-(8-ethynyl-7-fluoro-3-hydroxynaphthalen-1-yl)-2-(((S)-1-methylpyrrolidin-2-yl)methoxy)-6,7-dihydro-[1,4]dioxino[2,3-d]pyrimidin-4-yl)azepan-3-yl)acrylamide